OC(CSCC=1C=C(C=CC1)CSCC(CO)O)CO 3-[[3-(2,3-dihydroxy-propylsulfanylmethyl)phenyl]methylsulfanyl]propane-1,2-diol